Ethyl 2-[2-[tert-butoxycarbonyl(methyl)amino]-7-isopropyl-4-oxo-furo[2,3-d]pyridazin-5-yl]acetate C(C)(C)(C)OC(=O)N(C1=CC2=C(C(=NN(C2=O)CC(=O)OCC)C(C)C)O1)C